ClC1=C(C(=C(C=C1OC)OC)Cl)C=1C=C2C=NC(=NC2=CC1)N[C@@H]1COC[C@@H]1N (3S,4R)-N3-(6-(2,6-dichloro-3,5-dimethoxyphenyl)quinazolin-2-yl)tetrahydrofuran-3,4-diamine